1-((4-methoxyphenyl)ethynyl)-2-phenyl-1,2,3,4-tetrahydroisoquinoline COC1=CC=C(C=C1)C#CC1N(CCC2=CC=CC=C12)C1=CC=CC=C1